ClC=1C=CC2=C(N(N=C2C1)C(C)C1CCC(CC1)C1=NC2=CC=C(C=C2C=C1)F)OC (4-(1-(6-chloro-3-methoxy-2H-indazol-2-yl)ethyl)cyclohexyl)-6-fluoroquinoline